ClC=1C=C2C(=C3CCCCC3=C(C2=CC1)OC(C(=C)C)=O)OC(C(=C)C)=O 6-Chloro-9,10-dimethacryloyloxy-1,2,3,4-tetrahydroanthracene